(R)-6-chloro-3-methyl-2-(piperidin-3-yl)pyrido[3,4-d]pyrimidin-4(3H)-one trifluoroacetic acid salt FC(C(=O)O)(F)F.ClC1=CC2=C(N=C(N(C2=O)C)[C@H]2CNCCC2)C=N1